C(C)(C)(C)OC(C(CCOC)N1C(C=C(C(=C1)OC)C1=C(C=CC(=C1)Cl)C1=CC(=NO1)C)=O)=O 2-{4-[5-chloro-2-(3-methyl-1,2-oxazol-5-yl)phenyl]-5-methoxy-2-oxopyridin-1(2H)-yl}-4-methoxybutanoic acid tert-butyl ester